C(C)(C)N(C(=O)N)C(C)C 1,1-diisopropylurea